sodium n-tridecyl alcohol C(CCCCCCCCCCCC)O.[Na]